(S)-2-(2,6-difluoro-4-(pyrrolidin-2-yl)phenyl)-N-(3-(4-fluoropiperidin-1-yl)propyl)benzo[d]imidazo[2,1-b]thiazole-7-carboxamide FC1=C(C(=CC(=C1)[C@H]1NCCC1)F)C=1N=C2SC3=C(N2C1)C=CC(=C3)C(=O)NCCCN3CCC(CC3)F